C(C)(C)(C)OC(=O)C1=CC=C(C=C1)N1CCC2(CN(CCO2)C2CC(C2)OC2=CC(=C(C(=O)OC)C=C2)OC)CC1 methyl 4-[3-[9-(4-tert-butoxycarbonylphenyl)-1-oxa-4,9-diazaspiro[5.5]undecan-4-yl]cyclobutoxy]-2-methoxybenzoate